C(C1=CC=CC=C1)C1=NC2=C(N1)C=CC(=C2)C(=O)O 2-benzyl-1H-benzimidazole-5-carboxylic acid